n-propyl(3-triethoxysilylpropyl)ammonium chloride [Cl-].C(CC)[NH2+]CCC[Si](OCC)(OCC)OCC